monobutyl diphenyl phosphite P(OCCCC)(OC1=CC=CC=C1)OC1=CC=CC=C1